FC=1C=C(CN2C(=NC3=NC=C(C=C32)N3C=CC=2N=CN=C(C23)OC)OC)C=CC1 1-(3-fluorobenzyl)-2-methoxy-6-(4-methoxy-5H-pyrrolo[3,2-d]pyrimidin-5-yl)-1H-imidazo[4,5-b]pyridine